2-methyl-1-(2-methylbenzyloxy)propan-2-ylamine CC(COCC1=C(C=CC=C1)C)(C)N